C(CCC)[Bi]=S butylbismuthanethione